(R)-N-(5-((1-((4-methoxyphenyl)diphenylmethoxy)propan-2-yl)oxy)-7-(1-methyl-1H-pyrazol-4-yl)quinazolin-4-yl)benzo[d]thiazol-6-amine COC1=CC=C(C=C1)C(OC[C@@H](C)OC1=C2C(=NC=NC2=CC(=C1)C=1C=NN(C1)C)NC1=CC2=C(N=CS2)C=C1)(C1=CC=CC=C1)C1=CC=CC=C1